5-acetyl-7-chloro-4-(2-chlorophenyl)-4,5-dihydropyrano[3,2-b]indol-2(3H)-one C(C)(=O)N1C2=C(C=3C=CC(=CC13)Cl)OC(CC2C2=C(C=CC=C2)Cl)=O